ClC1=CC=C(C=C1)N1C2=NC(=NC(=C2N=C1C=1C(=NC(=CC1)C#N)C)N1CCC(CC1)(C(=O)N)C)OCC(C)(C)O [9-(4-chlorophenyl)-8-(6-cyano-2-methyl-3-pyridyl)-2-(2-hydroxy-2-methyl-propoxy)purin-6-yl]-4-methyl-piperidine-4-carboxamide